ClC1=C(C(=O)NC2=CC(=CC=C2)C#N)C=C(C(=C1)Cl)S(NC=1C=C(C=CC1)C)(=O)=O 2,4-dichloro-N-(3-cyanophenyl)-5-(N-(m-tolyl)sulfamoyl)benzamide